C1(=C(C=CC=C1)C(C1=C(C=C(N(CC=C)CC=C)C=C1)Br)C1=C(C=C(N(CC=C)CC=C)C=C1)Br)C l-4,4'-(o-tolylmethylene)bis(N,N-diallyl-3-bromoaniline)